4-chloro-1,2-diazine hydrochloride Cl.ClC1=CN=NC=C1